tert-butyl (2R,6R)-4-{2-[6-(methoxymethoxy)-2-methylindazol-5-yl]-4-(methylcarbamoyl)quinazolin-6-yl}-2,6-dimethylpiperazine-1-carboxylate COCOC=1C(=CC2=CN(N=C2C1)C)C1=NC2=CC=C(C=C2C(=N1)C(NC)=O)N1C[C@H](N([C@@H](C1)C)C(=O)OC(C)(C)C)C